7-(trifluoromethyl)chroman-4-one FC(C1=CC=C2C(CCOC2=C1)=O)(F)F